ClC1=CC(=C(C=C1)COC1=CC=CC(=N1)C1CCN(CC1)CC1=NC=C(C=C1CS(=O)(=O)C)C1=NN=C(N1)C(F)(F)F)F 2-[(4-{6-[(4-chloro-2-fluorophenyl)methoxy]pyridin-2-yl}piperidin-1-yl)methyl]-3-(methanesulfonylmethyl)-5-[5-(trifluoromethyl)-4H-1,2,4-triazol-3-yl]pyridine